3-(N-cyclohexylamino)propyltriethoxysilane C1(CCCCC1)NCCC[Si](OCC)(OCC)OCC